methyl (R)-4-phenyl-3-((4-(trifluoromethoxy)phenyl)sulfonamido)butanoate C1(=CC=CC=C1)C[C@H](CC(=O)OC)NS(=O)(=O)C1=CC=C(C=C1)OC(F)(F)F